C(C)(C)(C)OC(=O)N1CC2(CCC2)[C@@H](C[C@H]1C(=O)N1CC(C1)(C(C)C)C=1OC(=NN1)C1CCC(CC1)(F)F)O (7s,9r)-7-(3-(5-(4,4-difluorocyclohexyl)-1,3,4-oxadiazol-2-yl)-3-isopropylazetidine-1-carbonyl)-9-hydroxy-6-azaspiro[3.5]nonane-6-carboxylic acid tert-butyl ester